S1C=NC2=C1C=C(C=C2)C(=O)N 1,3-benzothiazole-6-carboxamide